binaphtholamine C1(=C(C(=CC2=CC=CC=C12)N)O)C1=CC=CC2=CC=CC=C12